COC(COC=1C(NC2=CC=C(C=C2C1)NC1=NC(=C(C=C1Cl)C#N)N1C[C@H](C([C@H](C1)C)(F)F)C)=O)=O 2-((6-((3-Chloro-5-cyano-6-((3r,5s)-4,4-difluoro-3,5-dimethylpiperidin-1-yl)pyridin-2-yl)amino)-2-oxo-1,2-dihydroquinolin-3-yl)oxy)acetic acid methyl ester